1-{[(2s,3s)-3-ethyl-4,4-difluoro-5-oxopyrrolidin-2-yl]methoxy}-7-(prop-2-yloxy)isoquinoline-6-carboxamide C(C)[C@H]1[C@H](NC(C1(F)F)=O)COC1=NC=CC2=CC(=C(C=C12)OC(C)C)C(=O)N